F[B-](F)(F)F.C1(=CC=CC=C1)C1=[O+]C(=CC(=C1)C1=CC=CC=C1)C1=CC=CC=C1 2,4,6-triphenylpyrylium tetrafluoroborate